NC1(CC1)CNC1=NC(=C2C(=N1)N(N=C2)C)NC2=CC(=CC=C2)F 6-N-[(1-aminocyclopropyl)methyl]-4-N-(3-fluorophenyl)-1-methylpyrazolo[3,4-d]pyrimidine-4,6-diamine